FC(OC1=CC=C(C=C1)S(=O)(=O)N=[N+]=[N-])(F)F 4-trifluoromethoxybenzenesulfonyl azide